ClC1=C(C(=NC(=N1)C)N1CC=2C=C(C=NC2CC1)C(F)(F)F)C 6-(6-Chloro-2,5-dimethylpyrimidin-4-yl)-3-(trifluoromethyl)-5,6,7,8-tetrahydro-1,6-naphthyridine